ethyl 2-amino-3-(1-hydroxy-3H-2,1-benzoxaborol-4-yl)propanoate NC(C(=O)OCC)CC1=CC=CC2=C1COB2O